CCCCCC/C=C\CCCCCCCCC(=O)O 10Z-Heptadecenoic acid